OC(CC(=O)OCCCCCCN(CC(O[Si](C(C)(C)C)(C)C)CCCCCCCCCC)CC(O[Si](C(C)(C)C)(C)C)CCCCCCCCCC)(CC(=O)OCCCCCCN(CC(O[Si](C(C)(C)C)(C)C)CCCCCCCCCC)CC(O[Si](C(C)(C)C)(C)C)CCCCCCCCCC)C 1,5-bis({6-[5,9-bis(decyl)-2,2,3,3,11,11,12,12-octamethyl-4,10-dioxa-7-aza-3,11-disilatridecan-7-yl]hexyl}) 3-hydroxy-3-methylpentanedioate